N-[7-methoxy-4-(1-methyl-1H-pyrazol-4-yl)-1H-1,3-benzodiazol-2-yl]-3-oxo-2,8-diazaspiro[4.5]decane-8-carboxamide COC1=CC=C(C2=C1NC(=N2)NC(=O)N2CCC1(CC(NC1)=O)CC2)C=2C=NN(C2)C